FC1=C(C=CC(=C1)SC)NC1N(C(C2=CN(C(C=C2C1)=O)C)=O)OCCO ((2-fluoro-4-(methylthio)phenyl)amino)-2-(2-hydroxyethoxy)-7-methyl-3,4-dihydro-2,7-naphthyridine-1,6(2H,7H)-dione